C1(CC1)C1=NOC(=C1)C=1C=C(NCC23CCC(CC2)(CC3)C3=NOC(=N3)C3(CC3)C(F)(F)F)C=CC1 3-(3-cyclopropylisoxazol-5-yl)-N-((4-(5-(1-(trifluoromethyl)cyclopropyl)-1,2,4-oxadiazol-3-yl)bicyclo[2.2.2]octan-1-yl)methyl)aniline